2'-chloro-5'-methoxy-6-methyl-N-(5-((1-(tetrahydrofuran-3-yl)piperidin-3-yl)oxy)-1,3,4-thiadiazol-2-yl)-[4,4'-bipyridine]-3-carboxamide ClC1=NC=C(C(=C1)C1=C(C=NC(=C1)C)C(=O)NC=1SC(=NN1)OC1CN(CCC1)C1COCC1)OC